N-methyl-3-(6-methylimidazo[1,2-a]pyridin-2-yl)-4-[4-(trifluoromethyl)phenoxy]benzene-1-sulfonamide CNS(=O)(=O)C1=CC(=C(C=C1)OC1=CC=C(C=C1)C(F)(F)F)C=1N=C2N(C=C(C=C2)C)C1